BrCC1=CC=C(C=C1)N1N=NC(=C1)C1=CC=CC=C1 1-(4-(bromomethyl)phenyl)-4-phenyl-1H-1,2,3-triazole